NCCCN1CCN(CC1)CCCN1CCN(CC1)CCNCCCN1CCN(CC1)CCCN 3-[4-(3-{[2-(4-{3-[4-(3-aminopropyl)piperazin-1-yl]propyl}piperazin-1-yl)ethyl]amino}propyl)piperazin-1-yl]propan-1-amine